O1CCOC2=NC(=CC=C21)N(C(C#CC)=O)C2=C(C=C(C(=C2)C)C#C)C N-(2,3-dihydro-[1,4]dioxino[2,3-b]pyridin-6-yl)-N-(4-ethynyl-2,5-dimethylphenyl)but-2-ynamide